C(C)(C)(C)OC(NCC=1C=C(C2=C(CCO2)C1Br)Cl)=O tert-Butyl-N-[(4-bromo-7-chloro-2,3-dihydrobenzofuran-5-yl)methyl]carbamate